(methyl)acrylic acid (1-BOC-4-piperidinyl) ester C(=O)(OC(C)(C)C)N1CCC(CC1)OC(C(=C)C)=O